F[P-](F)(F)(F)(F)F.C(C)(C)[Fe+]C1C=CC=C1 (isopropyl)(cyclopentadienyl)iron hexafluorophosphate